OC1=C(C=C2CC[N+](=C(C2=C1)C)[O-])OC 7-hydroxy-6-methoxy-1-methyl-3,4-dihydroisoquinoline 2-oxide